2,3,5-trifluoro-6-((2-(2-hydroxyethoxy)ethyl)amino)terephthalonitrile FC1=C(C#N)C(=C(C(=C1F)C#N)F)NCCOCCO